methyl-2-(methoxycarbonyl)-4-(trifluoromethyl)pyridine 1-oxide CC=1C(=[N+](C=CC1C(F)(F)F)[O-])C(=O)OC